(4-((4-((2-(2,4-dihydroxy-5-isopropylbenzoyl)isoindolin-5-yl)methyl)piperazin-1-yl)methyl)phenyl)methanone OC1=C(C(=O)N2CC3=CC=C(C=C3C2)CN2CCN(CC2)CC2=CC=C(C=C2)C=O)C=C(C(=C1)O)C(C)C